C(C)NC(C1=CC(=C(C=C1)NCC#CC=1N(C2=CC=CC(=C2C1)NC1CCC(CC1)N(C)CCOC)CC(F)(F)F)OC)=O N-ethyl-3-methoxy-4-{[3-(4-{[(1R,4R)-4-[(2-methoxyethyl)(methyl)amino]cyclohexyl]amino}-1-(2,2,2-trifluoroethyl)-1H-indol-2-yl)prop-2-yn-1-yl]amino}benzamide